1-allyl-4-chloro-3-fluoro-7-nitro-1,3-dihydro-2,1-benzothiazole C(C=C)N1SC(C2=C1C(=CC=C2Cl)[N+](=O)[O-])F